9,9',9''-(4-(3-(6-methylpyridin-2-yl)phenyl)pyridine-2,3,6-triyl)tris(3,6-diphenyl-9H-carbazole) CC1=CC=CC(=N1)C=1C=C(C=CC1)C1=C(C(=NC(=C1)N1C2=CC=C(C=C2C=2C=C(C=CC12)C1=CC=CC=C1)C1=CC=CC=C1)N1C2=CC=C(C=C2C=2C=C(C=CC12)C1=CC=CC=C1)C1=CC=CC=C1)N1C2=CC=C(C=C2C=2C=C(C=CC12)C1=CC=CC=C1)C1=CC=CC=C1